4-((2-(4-(tert-butyl)phenyl)-5-oxooxazol-4(5H)-ylidene)methyl)phenylacetate C(C)(C)(C)C1=CC=C(C=C1)C=1OC(C(N1)=CC1=CC=C(C=C1)CC(=O)[O-])=O